OC(C(=O)O)CC=CCCCCCOCCOC 2-hydroxy-11,14-dioxa-4-pentadecenoic acid